NC1=NC(=C(C=C1C=1C=C2CCNC(C2=CC1)=O)C1=CC(=C(C=C1)N1CCOCC1)CN1CC(CC1)OC)F 6-(2-amino-6-fluoro-5-(3-((3-methoxypyrrolidin-1-yl)methyl)-4-morpholinophenyl)pyridin-3-yl)-3,4-dihydroisoquinolin-1(2H)-one